1-Methyl-4-[4-methyl-4-(4-methylquinolin-2-yl)piperidin-1-yl]-2-oxo-1,2-dihydroquinolin-3-carboxamide CN1C(C(=C(C2=CC=CC=C12)N1CCC(CC1)(C1=NC2=CC=CC=C2C(=C1)C)C)C(=O)N)=O